rac-(2-(((2R,3S,4R,5R)-5-(6-chloro-4-(cyclopentylamino)-1H-pyrazolo[3,4-b]pyridin-1-yl)-3,4-dihydroxytetrahydro-furan-2-yl)methoxy)-1,3-dihydroxypropan-2-yl)phosphonic acid ClC1=CC(=C2C(=N1)N(N=C2)[C@H]2[C@@H]([C@@H]([C@H](O2)COC(CO)(CO)P(O)(O)=O)O)O)NC2CCCC2 |r|